5-Fluoro-7-((tetrahydro-2H-pyran-4-yl)methoxy)-2-(((tetrahydro-2H-pyran-4-yl)thio)methyl)quinazolin-4(3H)-one FC1=C2C(NC(=NC2=CC(=C1)OCC1CCOCC1)CSC1CCOCC1)=O